FC=1C(=CC(=NC1)N1N=C(C=2CCCC(C12)=O)C(F)(F)F)O 1-(5-fluoro-4-hydroxy-2-pyridyl)-3-(trifluoromethyl)-5,6-dihydro-4H-indazol-7-one